tert-butyl 7-(3-(1-(2,6-dioxopiperidin-3-yl)-3-methyl-2-oxo-2,3-dihydro-1H-benzo[d]imidazol-4-yl) propyl)-2,7-diazaspiro[3.5]nonane-2-carboxylate O=C1NC(CCC1N1C(N(C2=C1C=CC=C2CCCN2CCC1(CN(C1)C(=O)OC(C)(C)C)CC2)C)=O)=O